5-chloro-2-(4-(((2R,4R)-2-methyltetrahydro-2H-pyran-4-yl)amino)pyrido[3,4-D]pyridazin-1-yl)phenol ClC=1C=CC(=C(C1)O)C1=C2C(=C(N=N1)N[C@H]1C[C@H](OCC1)C)C=NC=C2